COC1=CC=C(CN(C2=NC(=NN3C2=NC=C3C(O)C=3C=NC(=CC3)OCC(CN(C)C)(C)C)OCCCC)CC3=CC=C(C=C3)OC)C=C1 (4-(bis(4-methoxybenzyl)amino)-2-butoxyimidazo[2,1-f][1,2,4]triazin-7-yl)(6-(3-(dimethylamino)-2,2-dimethylpropoxy)pyridin-3-yl)methanol